tert-butyl 4-[8-(5-hydroxypentyl)-2-methylsulfanyl-7-oxo-pyrido[2,3-d]pyrimidin-6-yl]-8-methyl-2,3-dihydroquinoxaline-1-carboxylate OCCCCCN1C(C(=CC2=C1N=C(N=C2)SC)N2CCN(C1=C(C=CC=C21)C)C(=O)OC(C)(C)C)=O